3-(4-((3-(2-(2-(4,7,10-tris(2-(tert-butoxy)-2-oxoethyl)-1,4,7,10-tetraazacyclododecan-1-yl)acetamido)ethoxy)propanoyl)thio)phenyl)propanoic acid C(C)(C)(C)OC(CN1CCN(CCN(CCN(CC1)CC(OC(C)(C)C)=O)CC(OC(C)(C)C)=O)CC(=O)NCCOCCC(=O)SC1=CC=C(C=C1)CCC(=O)O)=O